C(CCCCCCC)N(C(=O)NCCC[Si](OCC)(OCC)OCC)CCCCCCCC 1,1-dioctyl-3-[3-(triethoxysilyl)propyl]urea